C1(CC1)C1=NC=CC(=C1)C1=NOC(=N1)[C@H](C(=O)NC1=CC=CC=C1)C (R)-2-(3-(2-cyclopropylpyridin-4-yl)-1,2,4-oxadiazol-5-yl)-N-phenylpropanamide